COC1=C(CN(C2=NC(=NN3C2=NC=C3CC=3C=CC(=C(OCCN(C(OC(C)(C)C)=O)C)C3)OC)O[C@@H](CCO)CCC)CC3=C(C=C(C=C3)OC)OC)C=CC(=C1)OC |o1:37| tert-butyl (R or S)-(2-(5-((4-(bis(2,4-dimethoxybenzyl)amino)-2-((1-hydroxyhexan-3-yl)oxy)imidazo[2,1-f][1,2,4]triazin-7-yl)methyl)-2-methoxyphenoxy) ethyl)(methyl)carbamate